C(C1=CC=CC=C1)OC(=O)NC1=CN(C=2N=CN=C(C21)N2[C@H](CN(CC2)C(=O)OC(C)(C)C)C)C2=CC(=CC=C2)Cl tert-Butyl (S)-4-(5-(((benzyloxy)carbonyl)amino)-7-(3-chlorophenyl)-7H-pyrrolo[2,3-d]pyrimidin-4-yl)-3-methylpiperazine-1-carboxylate